COC1=C(C=CC(=C1)OC)C(CC1(C(N(C2=CC=CC=C12)CC1=CC=CC2=CC=CC=C12)=O)O)=O 3-[2-(2,4-dimethoxyphenyl)-2-oxoethyl]-3-hydroxy-1-(1-naphthyl-methyl)-1,3-dihydro-2H-indol-2-one